O=C1N(CCC(N1)=O)N1C(C2=CC=CC(=C2C1=O)F)=O 2-(2,4-dioxotetrahydropyrimidin-1(2H)-yl)-4-fluoroisoindoline-1,3-dione